ClC=1C=C(C=CC1C)C(C1=NOC(=N1)CC(C(=O)O)=C)(F)F ((3-((3-chloro-4-methylphenyl)difluoromethyl)-1,2,4-oxadiazol-5-yl)methyl)acrylic acid